CN(\C=N\C1=NC=CN=C1)C (E)-N,N-dimethyl-N'-(pyrazin-2-yl)imidoformamide